[3-(trifluoromethyl)phenoxy]benzene-1-sulfonamide FC(C=1C=C(OC2=C(C=CC=C2)S(=O)(=O)N)C=CC1)(F)F